(S)-3-methyl-5-(2-methyl-4-(6-(trifluoromethyl)quinazolin-2-yl)phenyl)-2-((2-methylmorpholino)methyl)-6,7-dihydropyrazolo[1,5-a]pyrazin-4(5H)-one CC=1C(=NN2C1C(N(CC2)C2=C(C=C(C=C2)C2=NC1=CC=C(C=C1C=N2)C(F)(F)F)C)=O)CN2C[C@@H](OCC2)C